Cl.CN(CCCOC1=NC=C(C=C1NS(=O)(=O)C1=CC=C(C=C1)C(F)(F)F)C1=CC=2C3=C(C=NC2C=C1)N(C(C31CCC1)=O)C)C N-(2-(3-(Dimethylamino)propoxy)-5-(3'-methyl-2'-oxo-2',3'-dihydrospiro[cyclobutane-1,1'-pyrrolo[2,3-c]quinolin]-8'-yl)pyridin-3-yl)-4-(trifluoromethyl)benzenesulfonamide hydrochloride